N1N=NC2=C1C=CC(=C2)C(=O)OC methyl 1H-1,2,3-benzotriazole-5-carboxylate